tert-butyl 1-oxaspiro[2.3]hex-5-ylcarbamate O1CC12CC(C2)NC(OC(C)(C)C)=O